N-[1-(4-bromobenzenesulfonyl)piperidin-4-yl]-5-(pentafluoro-λ6-sulfanyl)pyridin-2-amine BrC1=CC=C(C=C1)S(=O)(=O)N1CCC(CC1)NC1=NC=C(C=C1)S(F)(F)(F)(F)F